(1S,2S)-2-(4-chloropyridin-2-yl)-N-(6-(((6-cyclopropyl-8-(3-methyl-2,4-dioxoimidazolidin-1-yl)imidazo[1,2-b]pyridazin-2-yl)methyl)amino)pyrimidin-4-yl)cyclopropane-1-carboxamide ClC1=CC(=NC=C1)[C@@H]1[C@H](C1)C(=O)NC1=NC=NC(=C1)NCC=1N=C2N(N=C(C=C2N2C(N(C(C2)=O)C)=O)C2CC2)C1